BrC1=NC(=C(C=C1Br)Cl)C 2,3-dibromo-5-chloro-6-methylpyridine